CC(=C)C(=O)OC1=CC=CC=C1OC2=CC=CC=C2 phenoxyphenyl methacrylate